CN1CC2(C1)CC(C2)N 2-methyl-2-azaspiro[3.3]heptan-6-amine